CC(CO)CCC(CCCC)O 2-methyl-1,5-nonanediol